CS(=O)(=O)NC1=CC=C2C=NC(=NC2=C1)C(=O)NC1=C(C=NC=C1)C1=NC=NC=C1 7-(methylsulfonylamino)-N-(3-(pyrimidin-4-yl)pyridin-4-yl)quinazoline-2-carboxamide